tert-butyl (1s,3s)-3-amino-3-(1-hydroxyethyl)cyclobutane-1-carboxylate NC1(CC(C1)C(=O)OC(C)(C)C)[C@H](C)O